NC1=C(C=C(C=N1)C=1C=C2N(N1)CCC21CN(C1)C(=O)OC(C)(C)C)O[C@@H](C)C1=CC=CC=C1 tert-butyl 2'-{6-amino-5-[(1S)-1-phenylethoxy]pyridin-3-yl}-5',6'-dihydrospiro[azetidine-3,4'-pyrrolo[1,2-b]pyrazole]-1-carboxylate